C1(CC1)C=1N=C(SC1C(=O)NCC(C)(C)O)C=1C(=C2C(=NC1)NC=C2)NC2C[C@@H]1[C@@H](CN(C1)C([C@H](C)O)=O)C2 4-cyclopropyl-N-(2-hydroxy-2-methylpropyl)-2-(4-(((3aR,5R,6aS)-2-((S)-2-hydroxypropanoyl)octahydrocyclopenta[c]pyrrol-5-yl)amino)-1H-pyrrolo[2,3-b]pyridin-5-yl)-thiazole-5-carboxamide